Propan-2-yl 2-[[[5-(2,4-dioxopyrimidin-1-yl)-4-fluoro-3-hydroxy-4-methyloxolan-2-yl]methoxy-[4-(3-phenylprop-2-enoyl)phenoxy]phosphoryl]amino]propanoate O=C1N(C=CC(N1)=O)C1C(C(C(O1)COP(=O)(OC1=CC=C(C=C1)C(C=CC1=CC=CC=C1)=O)NC(C(=O)OC(C)C)C)O)(C)F